C1(=CC=CC2=CC3=CC=CC=C3C=C12)N anthranyl-amine